methanesulfonic acid triflate OS(=O)(=O)C(F)(F)F.CS(=O)(=O)O